10-(10-bromoanthracen-9-yl)naphtho[2,1-b]benzofuran BrC1=C2C=CC=CC2=C(C2=CC=CC=C12)C=1C=CC2=C(C3=C(O2)C=CC=2C=CC=CC23)C1